(methoxycarbonyl)-5-pyridinecarboxylic acid COC(=O)C1=NC=C(C=C1)C(=O)O